N-(9-((1S,2R)-2-((S)-2,2-dimethyl-5-oxo-1,3-dioxan-4-yl)-1-fluoro-2-hydroxyethyl)-6-oxo-6,9-dihydro-1H-purin-2-yl)isobutyramide CC1(OCC([C@@H](O1)[C@H]([C@H](F)N1C=2N=C(NC(C2N=C1)=O)NC(C(C)C)=O)O)=O)C